C(C)[N+](CC)(CC)C N,N,N-triethylmethylammonium